C(C)(C)(C)OC(=O)N1CCC(=CC1)C=1N=CC(=NC1)NC(=O)C1=CC(=C(C=C1)C=1CCN(CC1)C(=O)OC(C)(C)C)F tert-butyl 4-{4-[(5-{1-[(tert-butoxy)carbonyl]-1,2,3,6-tetrahydropyridin-4-yl}pyrazin-2-yl)carbamoyl]-2-fluorophenyl}-1,2,3,6-tetrahydropyridine-1-carboxylate